hydroxycyclohexylphenylketone (hydroxycyclohexylphenylacetate) OC(C(=O)O)(C1=CC=CC=C1)C1CCCCC1.OC=1C(=C(C=CC1)C(=O)C1=C(C(=CC=C1)O)C1CCCCC1)C1CCCCC1